C(C(C)C)[SiH2]CC(C)C di(iso-butyl)silane